(S)-1-[2-(Benzo[d]isoxazol-3-yl)phenyl]-2-(6-bromo-3-methylpyridin-2-yl)ethan-1-amine O1N=C(C2=C1C=CC=C2)C2=C(C=CC=C2)[C@H](CC2=NC(=CC=C2C)Br)N